2-[(3R)-3-methyl[1,4'-bipiperidin]-1'-yl]-N-[(2R)-2-phenylpropyl]-1,3-thiazole-5-carboxamide C[C@H]1CN(CCC1)C1CCN(CC1)C=1SC(=CN1)C(=O)NC[C@H](C)C1=CC=CC=C1